C(C)(=O)O[C@H](COC1=CC=C(C=C1)S(=O)(=O)C1=CC=C(OC[C@H](CCC(=O)O)CC(=O)O)C=C1)CCl.CNCCC1=CC=C(C=C1)N(C)N1C(C2=CC=CC=C2C1=O)=O [4-[2-(methylamino)ethyl]phenyl-methylamino]isoindoline-1,3-dione (R)-3-(4-((4-((R)-2-acetoxy-3-chloropropoxy)phenyl)sulfonyl)phenoxy)propane-1,2-diyl-diacetate